1-(4-(1-(cyclopentylmethyl)-6-((5-methylthiazol-2-yl)amino)-1H-pyrrolo[3,2-c]pyridin-4-yl)-3,6-dihydropyridin-1(2H)-yl)prop-2-en-1-one C1(CCCC1)CN1C=CC=2C(=NC(=CC21)NC=2SC(=CN2)C)C=2CCN(CC2)C(C=C)=O